C(C1=CC=CC=C1)N1C(CC(CC1)C(=O)O)=O 1-benzyl-2-oxopiperidine-4-carboxylic acid